N1C(=NC2=C1C=CC=C2)CNC2=NC(=NC=1N2N=CC1Br)OC1CCN(CC1)C(=O)OC(C)(C)C tert-butyl 4-[(4-{[(1H-benzimidazol-2-yl)methyl]amino}-8-bromopyrazolo[1,5-a][1,3,5]triazin-2-yl)oxy]piperidine-1-carboxylate